ClC=1C(=CC(=C(C1)S(=O)(=O)NC1=NOC=C1)F)F 5-chloro-2,4-difluoro-N-(isoxazol-3-yl)benzenesulfonamide